2,4-bis(trichloromethyl)-6-naphthyl-s-triazine ClC(C1=NC(=NC(=N1)C(Cl)(Cl)Cl)C1=CC=CC2=CC=CC=C12)(Cl)Cl